NC1=NC(=C(C(=N1)NC1CCCC1)C#N)C=1OC=CC1 2-amino-4-(cyclopentylamino)-6-(2-furyl)pyrimidine-5-carbonitrile